COC1(CCCCC1)C(=O)[O-] 1-methoxycyclohexane-1-carboxylate